2-({4-[2-(4-fluorophenyl)-2-methyl-1,3-benzodioxol-4-yl]piperidin-1-yl}methyl)-1-(2-methoxyethyl)-1H-benzimidazole-6-carboxylic acid, formate salt C(=O)O.FC1=CC=C(C=C1)C1(OC2=C(O1)C=CC=C2C2CCN(CC2)CC2=NC1=C(N2CCOC)C=C(C=C1)C(=O)O)C